C(CCCCCCC\C=C/C\C=C/CCCCC)(=O)OCCN(C(CCCCCCC\C=C/C\C=C/CCCCC)=O)CCC 3-((9Z,12Z)-N-(2-(((9Z,12Z)-octadeca-9,12-dienoyl)oxy)ethyl)octadeca-9,12-dienamido)propane